C1(=CC=C(C=C1)C=1C=CC2=C(C3=C(S2)C(=CC=C3)C=3C=C(C=CC3)C3=CC=CC2=C3C=CO2)C1)C1=CC=CC=C1 8-(biphenyl-4-yl)-4-[3-(dibenzothiophene-4-yl)phenyl]benzofurane